2,3-dimethyl-6-[(2R)-2-(1-methyl-1H-pyrazol-4-yl)morpholin-4-yl]-8-(oxacyclohex-4-yl)-3H,4ah,8ah-[1,3]diazino[5,4-d]pyrimidin-4-one CC=1N(C(C2C(N1)C(=NC(=N2)N2C[C@H](OCC2)C=2C=NN(C2)C)C2CCOCC2)=O)C